N-(4-(4-amino-7-(1-isobutyrylpiperidin-4-yl)pyrrolo[2,1-f][1,2,4]triazin-5-yl)phenyl)-6-methyl-2-oxo-5-vinyl-2H-[1,2'-bipyridine]-3-carboxamide NC1=NC=NN2C1=C(C=C2C2CCN(CC2)C(C(C)C)=O)C2=CC=C(C=C2)NC(=O)C=2C(N(C(=C(C2)C=C)C)C2=NC=CC=C2)=O